2-(3-(3-((4-Methyl-4H-1,2,4-triazol-3-yl)methyl)oxetan-3-yl)phenyl)-4-(trifluoromethyl)-1H-benzo[d]imidazole-6-carboxylic Acid CN1C(=NN=C1)CC1(COC1)C=1C=C(C=CC1)C1=NC2=C(N1)C=C(C=C2C(F)(F)F)C(=O)O